((R)-1-(3-(benzyloxy)-5-(trifluoromethyl)phenyl)ethyl)-2-methylpropane-2-sulfinamide C(C1=CC=CC=C1)OC=1C=C(C=C(C1)C(F)(F)F)[C@H](C)CC(C)(S(=O)N)C